9H-fluoren-2-yl-(phenyl)methanone C1=C(C=CC=2C3=CC=CC=C3CC12)C(=O)C1=CC=CC=C1